[Si](C)(C)(C(C)(C)C)OCC[C@@H]([C@H](CC1=C(C=CC=C1)Cl)O)O (2S,3S)-5-(tert-Butyldimethylsilyloxy)-1-(2-chlorophenyl)pentane-2,3-diol